O1CC(C1)N1N=CC(=C1)B1OC(C(O1)(C)C)(C)C 1-(oxetan-3-yl)-4-(4,4,5,5-tetramethyl-1,3,2-Dioxaborolane-2-yl)-1H-pyrazole